BrC=1C=C2C(=NC1SCCC(=O)OC)N(C=C2)COCC[Si](C)(C)C methyl 3-[(5-bromo-1-[[2-(trimethylsilyl)ethoxy]methyl]-1H-pyrrolo[2,3-b]pyridin-6-yl)sulfanyl]propanoate